chloro-N-(5-((5-(hydroxymethyl)pyridin-2-yl)methoxy)-1,3,4-thiadiazol-2-yl)-5'-methoxy-6-methyl-[4,4'-bipyridine]-3-carboxamide ClC1=NC(=CC(=C1C(=O)NC=1SC(=NN1)OCC1=NC=C(C=C1)CO)C1=CC=NC=C1OC)C